ethylene ethylacrylate C(C)OC(C=C)=O.C=C